COC1=CC=C2CCN(C2=C1)C(=O)OC(C)(C)C tert-Butyl 6-methoxyindoline-1-carboxylate